CC1=CN=C2N1C=C(C=C2)C=2C=1N(C(=NC2C=2OC=CN2)N)N=C(N1)C[C@@H]1OCCC1 (R)-8-(3-methylimidazo[1,2-a]pyridin-6-yl)-7-(oxazol-2-yl)-2-((tetrahydrofuran-2-yl)methyl)-[1,2,4]triazolo[1,5-c]pyrimidin-5-amine